2-(3-bromo-2-chlorophenyl)-7-chlorobenzo[d]oxazole-5-carboxylic acid methyl ester COC(=O)C=1C=C(C2=C(N=C(O2)C2=C(C(=CC=C2)Br)Cl)C1)Cl